oxa-3-azabicyclo[3.1.1]heptane C12ONCC(C1)C2